C12C(C3CC(CC(C1)C3)C2)NC(=O)C=2NC=C(C2)C=2C(=NC=C(C2)F)N N-(adamantan-2-yl)-4-(2-amino-5-fluoropyridin-3-yl)-1H-pyrrole-2-carboxamide